CC1=C(C(=CC(=C1)C)C)C=C(C(=O)O)COCCP(=O)(O)O 2,4,6-trimethylphenyl-2-[4-(dihydroxyphosphoryl)-2-oxa-butyl]-acrylic acid